BrCC1=CC=C(C=C1)/C=C/CNC(OC(C)(C)C)=O tert-butyl N-[(E)-3-[4-(bromomethyl)phenyl]allyl]carbamate